(1S)-(5-(2-methoxy-4-(trifluoromethyl)phenyl)-4-methylfuran-2-yl)(quinuclidin-3-yl)methanol (5-((4-(Methyl-sulfonyl)benzyl)oxy)-4-oxo-4H-pyran-2-yl)methyl-methanesulfonate CS(=O)(=O)C1=CC=C(COC=2C(C=C(OC2)CCS(=O)(=O)O[C@@H](C2CN3CCC2CC3)C=3OC(=C(C3)C)C3=C(C=C(C=C3)C(F)(F)F)OC)=O)C=C1